3-[1-(2-Chloroethyl)piperidin-4-yl]-1,2-benzisoxazole ClCCN1CCC(CC1)C1=NOC2=C1C=CC=C2